3-(chloromethyl)-5-phenyl-5H-thiazolo[2,3-b]Quinazoline hydrochloride Cl.ClCC1=CSC2=NC3=CC=CC=C3C(N21)C2=CC=CC=C2